ethynyl-1,1-difluoro-6-azaspiro[2.5]octane-6-carboxylic acid tert-butyl ester C(C)(C)(C)OC(=O)N1CCC2(C(C2(F)F)C#C)CC1